6-methoxypyridinamide COC1=CC=CC(=N1)C(=O)N